(E)-3-(2-(dimethylamino)ethylidene)-1-(4-((3-fluoro-4-((1-methyl-1H-benzo[d][1,2,3]triazol-5-yl)oxy)phenyl)amino)pyrido[3,4-d]pyrimidin-6-yl)-4-methylpyrrolidin-2-one CN(C\C=C/1\C(N(CC1C)C1=CC2=C(N=CN=C2NC2=CC(=C(C=C2)OC2=CC3=C(N(N=N3)C)C=C2)F)C=N1)=O)C